1-[4-[4-(Dimethoxymethyl)-1-piperidyl]phenyl]-2-(3,3,5,5-tetramethylcyclohexyl)tetralin-6-ol COC(C1CCN(CC1)C1=CC=C(C=C1)C1C(CCC2=CC(=CC=C12)O)C1CC(CC(C1)(C)C)(C)C)OC